3-((S)-5-(4-(3-hydroxypropan-1-yn-1-yl)phenyl)-2-oxooxazolidin-3-yl)piperidine-2,6-dione OCC#CC1=CC=C(C=C1)[C@H]1CN(C(O1)=O)C1C(NC(CC1)=O)=O